C1N(CC12CCC2)C2=CC1=C(C=C(O1)C(=O)NS(=O)(=O)C1=C(C=CC=C1)OCC)C=C2 6-(2-Azaspiro[3.3]heptan-2-yl)-N-(2-ethoxybenzene-1-sulfonyl)-1-benzofuran-2-carboxamide